NCCN1C(OC2=C1C=CC=C2)=O 3-(2-aminoethyl)benzo[d]oxazol-2(3H)-one